FC1=CC=C2C(CC(NC2=C1)C1=C(C=CC=C1)C)C(C)C 7-fluoro-4-isopropyl-2-(o-tolyl)-1,2,3,4-tetrahydroquinolin